[C@H]12COC[C@@H]2C1N1N=C2N=C(C=NC2=C1)C1=C(C=C(C=C1C)Cl)O 2-(2-((1R,5S,6s)-3-oxabicyclo[3.1.0]hexan-6-yl)-2H-pyrazolo[3,4-b]pyrazin-6-yl)-5-chloro-3-methylphenol